N1(C=NC=C1)C1=CC=CC(=N1)C(=O)NC1COCC1 6-(1H-imidazol-1-yl)-N-(tetrahydrofuran-3-yl)pyridineamide